C(#N)C=1C=C(C=CC1F)N1CCN(CC1)C(=O)OCCC1CCN(CC1)CC1=CC=CC=C1 2-(1-benzylpiperidin-4-yl)ethyl 4-(3-cyano-4-fluorophenyl)piperazine-1-carboxylate